4-methyl-7-(5-methylfuran-2-yl)-3,5,6,8,10-pentazatricyclo[7.3.0.02,6]dodeca-1(9),2,4,7-tetraen-11-one CC=1N=C2C=3CC(NC3N=C(N2N1)C=1OC(=CC1)C)=O